4-((4-oxochroman-7-yl)oxy)butanoic acid O=C1CCOC2=CC(=CC=C12)OCCCC(=O)O